CC1(OB(OC1(C)C)C1=CC=C(C=C1)C1=CC=C(C=C1)C1=NC=NN1CC(F)(F)F)C 5-[4-[4-(4,4,5,5-tetramethyl-1,3,2-dioxaborolan-2-yl)phenyl]phenyl]-1-(2,2,2-trifluoroethyl)-1,2,4-triazole